(5R,7R)-4-((1R,5S)-8-((S)-2-(4-chlorophenyl)-3-(isopropylamino) propionyl)-3,8-diazabicyclo[3.2.1]octan-3-yl)-5-methyl-6,7-dihydro-5H-cyclopenta[d]pyrimidin-7-yl 4-nitrobenzoate [N+](=O)([O-])C1=CC=C(C(=O)O[C@@H]2C[C@H](C3=C2N=CN=C3N3C[C@H]2CC[C@@H](C3)N2C([C@H](CNC(C)C)C2=CC=C(C=C2)Cl)=O)C)C=C1